α-mannosyl fluoride [C@H]1([C@@H](O)[C@@H](O)[C@H](O)[C@H](O1)CO)F